FC1([C@@H](C1)C(=O)N1[C@H](C2=C(CC1)NC=N2)C2=NN1C(C(=CC=C1)C)=C2)F ((S)-2,2-difluorocyclopropyl)((R)-4-(4-methylpyrazolo[1,5-a]pyridin-2-yl)-1,4,6,7-tetrahydro-5H-imidazo[4,5-c]pyridin-5-yl)methanone